ClC=1C=C2C(=C(C(OC2=C(C1O)C=O)=O)C1=CC=C(C=C1)C(=O)N1CCOCC1)C 6-chloro-7-hydroxy-4-methyl-3-(4-(morpholine-4-carbonyl)phenyl)-2-oxo-2H-chromene-8-carbaldehyde